ClCC(=O)OCC(CC1CCCCC1)NC(CCl)=O 2-(2-chloroacetamido)-3-cyclohexylpropyl 2-chloroacetate